tert-Butyl 6-((3-amino-6-(2-hydroxyphenyl)pyridazin-4-yl)ethynyl)-2-azaspiro[3.3]heptane-2-carboxylate NC=1N=NC(=CC1C#CC1CC2(CN(C2)C(=O)OC(C)(C)C)C1)C1=C(C=CC=C1)O